2,3-dichloro-maleic anhydride Cl/C=1/C(=O)OC(\C1\Cl)=O